3-(((6-Chlorobenzo[d]oxazol-2-yl)sulfinyl)methyl)benzonitrile ClC1=CC2=C(N=C(O2)S(=O)CC=2C=C(C#N)C=CC2)C=C1